15-chloro-21-hydroxy-16-methoxy-8,11-dioxa-18lambda6-thia-19-azatetracyclo[18.3.1.113,17.02,7]pentacosa-1(24),2,4,6,13,15,17(25),20,22-nonaene-12,18,18-trione ClC=1C=C2C(OCCOC3=CC=CC=C3C=3C=CC(=C(NS(C(C1OC)=C2)(=O)=O)C3)O)=O